COC(=O)C=1C=NN(C1C(C)C)C1=CC=CC=C1 1-phenyl-5-(propan-2-yl)-1H-pyrazole-4-carboxylic acid methyl ester